tert-butyl ((1R,5S,6s)-3-(4-methyl-2-(pyrimidin-2-yl)thiazole-5-carbonyl)-3-azabicyclo[3.1.0]hexan-6-yl)carbamate CC=1N=C(SC1C(=O)N1C[C@@H]2C([C@@H]2C1)NC(OC(C)(C)C)=O)C1=NC=CC=N1